OCCCCC(C(=O)O)=C.C(C=C)(=O)OCCCCO hydroxybutyl acrylate (hydroxybutyl acrylate)